3-[4-[3-(3-methylphenyl)-1H-pyrazol-1-yl]-6-(morpholin-4-yl)pyrimidin-2-yl]propan-1-ol CC=1C=C(C=CC1)C1=NN(C=C1)C1=NC(=NC(=C1)N1CCOCC1)CCCO